C(C)(C)(C)OC(=O)N[C@H](C(=O)OCC#N)CC1=CC2=C(N=C(S2)C#N)C=C1 cyanomethyl (S)-2-((tert-butoxycarbonyl)amino)-3-(2-cyanobenzo[d]thiazol-6-yl)propanoate